O=C1CC(N(C2=C(N1)C=1CCCCC1C=C2)C2=CC=C(C=C2)NS(=O)(=O)C2=C(C=CC=C2)[N+](=O)[O-])=O N-[4-(2,4-dioxo-1,2,3,4,8,9,10,11-octahydro-naphtho[1,2-b][1,4]-diazepine-5-yl)phenyl]-2-nitro-benzenesulfonamide